ClC(C(C)C)OC(=O)N1C[C@@H](CCC1)C(NC1=NN(C2=CC=C(C=C12)C1=C(C=CC(=C1)C#N)Cl)C(C1=CC=CC=C1)(C1=CC=CC=C1)C1=CC=CC=C1)=O (3R)-3-{[5-(2-chloro-5-cyanophenyl)-1-trityl-1H-indazol-3-yl]carbamoyl}-piperidine-1-carboxylic acid 1-chloro-2-methylpropyl ester